Cl.NC/C=C/CNC1=C(C=C(C(=O)OC)C=C1[N+](=O)[O-])OC methyl (E)-4-((4-aminobut-2-en-1-yl)amino)-3-methoxy-5-nitrobenzoate hydrochloride